ClC=1C(=C(NC2=C(NC3=C2C(NCC3)=O)C3=C(C=NC=C3)OCC3N(CCCC3)C)C=CC1)OC 3-(3-chloro-2-methoxyanilino)-2-(3-{[1-methylpiperidin-2-yl]methoxy}pyridin-4-yl)-1,5,6,7-tetrahydro-4H-pyrrolo[3,2-c]pyridin-4-one